CNC1CCN(CC1)C1=CC=C2CNC(C2=C1)=O 6-(4-(methylamino)piperidin-1-yl)-1-oxoisoindoline